C1(=CC=CC2=CC=CC=C12)CC=1C(=C2N(C(C1)=O)C(=C(S2)C2=CC=CC=C2)C(=O)O)C2=CC(=CC=C2)C(F)(F)F 7-(naphthalen-1-ylmethyl)-5-oxo-2-phenyl-8-(3-(trifluoromethyl)phenyl)-5H-thiazolo[3,2-a]pyridine-3-carboxylic acid